NC=1C=CC2=C(OCC=N2)C1 7-amino-2H-benzo[b][1,4]oxazine